BrCC[C@H](C(=O)N1C(OC[C@H]1C(C)C)=O)C (R)-3-((R)-4-bromo-2-methylbutanoyl)-4-isopropyloxazolidin-2-one